5-oxopyrrolidine-2-carboxylic acid O=C1CCC(N1)C(=O)O